O1C(=CC=C1)C=1C=C(C=C(C1)OC)NCCC1=CC=C(C=C1)CCN1[C@@H]([C@H]([C@@H]([C@H](C1)O)O)O)CO (2R,3R,4R,5S)-1-{2-[4-(2-{[3-(furan-2-yl)-5-methoxy-phenyl]amino}ethyl)phenyl]ethyl}-2-(hydroxymethyl)piperidine-3,4,5-triol